C(C=C)N1N=C(C=C1N)N Allyl-3,5-diamino-1H-pyrazole